FC1=CC=C(C=C1)C1=NN2C(C=NCC2CCO)=C1C1=CC=NC=C1 2-(4-fluorophenyl)-7-(2-hydroxyethyl)-3-(pyridin-4-yl)-6,7-dihydropyrazolo[1,5-a]pyrazin